Cl\C(=C/C1SCCCS1)\C=1SC=CC1 (Z)-2-(2-chloro-2-(thiophen-2-yl)vinyl)-1,3-dithiane